C2-methoxyethane-1-amine COCCN